FC(CC(OC(CC(F)(F)F)(F)F)(F)F)(F)F 1,1,1,3,3-pentafluoro-3-(1,1,3,3,3-pentafluoropropoxy)propane